C(#N)C1=C(N=C2N(C1=O)C=C(C=C2[C@@H](C)NC2=C(C(=O)O)C=CC=C2)C)N2[C@H](CC2)CF 2-(((R)-1-(3-cyano-2-((R)-2-(fluoromethyl)azetidin-1-yl)-7-methyl-4-oxo-4H-pyrido[1,2-a]pyrimidin-9-yl)ethyl)amino)benzoic acid